NC1=CC2=C(OCC(CN2)OCC2COCCC2)C=C1 7-amino-2,3,4,5-tetrahydro-3-((tetrahydropyran-3-yl)methoxy)benzo[b][1,4]oxazepine